FC1=C(CN)C(=CC=C1C)F 2,6-difluoro-3-methylbenzylamine